C(C)(C)(C)OC(C(=O)N(C=1SC(=C(N1)C(=O)NC1C(CC1)(C)C)C)C1=CC(=NC(=C1)F)F)C 2-[2-tert-butoxypropanoyl-(2,6-difluoro-4-pyridyl)amino]-N-(2,2-dimethylcyclobutyl)-5-methyl-thiazole-4-carboxamide